C(C)C1=CC=C(C=C1)NC([C@@H](C)N1C=NC=C(C1=O)C1=CC(=C(C=C1)F)C)=O |o1:10| (2R*)-N-(4-ethylphenyl)-2-[5-(4-fluoro-3-methylphenyl)-6-oxopyrimidin-1(6H)-yl]propanamide